N[C@H]1CN(CCOC1)C=1C2=C(N=C(N1)OCC1(CC1)CN1CCOCC1)C(=C(N=C2)C2=CC(=CC1=CC=C(C(=C21)C#C)F)O)F 4-{4-[(6S)-6-amino-1,4-oxazepan-4-yl]-8-fluoro-2-{[1-(morpholin-4-ylmethyl)cyclopropyl]methoxy}pyrido[4,3-d]pyrimidin-7-yl}-5-ethynyl-6-fluoronaphthalen-2-ol